Cl.FC(CN[C@@H]1CC[C@H](CC1)N)(F)F (trans)-N1-(2,2,2-trifluoroethyl)cyclohexane-1,4-diamine hydrochloride